N1=CC(=CC=C1)CO[C@@H]1C[C@H](NC1)C(=O)O (2S,4R)-4-(3-pyridylmethoxy)pyrrolidine-2-carboxylic acid